(1s,5s)-9,9-dimethyl-6-phenyl-3,6-diazabicyclo[3.2.2]nonane-3-carboxylic acid tert-butyl ester C(C)(C)(C)OC(=O)N1C[C@@H]2CN([C@H](C1)C(C2)(C)C)C2=CC=CC=C2